(2S)-4-[[5-chloro-3-[[5-[1-(hydroxymethyl)cyclopropyl]-1,3,4-oxadiazol-2-yl]amino]-2-methyl-phenyl]methyl]-2-methyl-piperazine-1-carboxylic acid isopropyl ester C(C)(C)OC(=O)N1[C@H](CN(CC1)CC1=C(C(=CC(=C1)Cl)NC=1OC(=NN1)C1(CC1)CO)C)C